COC1=CC=C(CN(C2=NC3=CC=C(C=C3C(=C2)C(=O)OC)C(N(CC2=NC=C(C=C2)C(F)(F)F)C(C)C2=NC=CC=N2)=O)CC2=CC=C(C=C2)OC)C=C1 methyl 2-(bis(4-methoxybenzyl)amino)-6-((1-(pyrimidin-2-yl)ethyl)((5-(trifluoromethyl)pyridin-2-yl)methyl)carbamoyl)quinoline-4-carboxylate